2-(5-((S or R)-1-(((R)-((R)-8-cyano-1,2,3,4-tetrahydroquinoxalin-2-yl)(phenyl)methyl)amino)propan-2-yl)furan-2-yl)acetic acid C(#N)C=1C=CC=C2NC[C@@H](NC12)[C@@H](C1=CC=CC=C1)NC[C@H](C)C1=CC=C(O1)CC(=O)O |o1:21|